7-(4,7-diazaspiro[2.5]octan-7-yl)-4H-pyrido[1,2-a]pyrimidin-4-one C1CC12NCCN(C2)C=2C=CC=1N(C(C=CN1)=O)C2